(R)-4-(((R)-1-(3-(1,1-difluoro-2-hydroxy-2-methylpropyl)-2-fluorophenyl)ethyl)amino)-2,6,8,9-tetramethyl-8,9-dihydropyrazino[2,3-g]quinazolin-7(6H)-one FC(C(C)(C)O)(F)C=1C(=C(C=CC1)[C@@H](C)NC1=NC(=NC2=CC3=C(C=C12)N(C([C@H](N3C)C)=O)C)C)F